ClC=1N=C(C2=C(N1)C(=C(N=C2)Cl)F)O[C@H]2[C@H](N(CC2)C(=O)OC(C)(C)C)C tert-butyl (2R,3R)-3-((2,7-dichloro-8-fluoropyrido[4,3-d]pyrimidin-4-yl)oxy)-2-methylpyrrolidine-1-carboxylate